4-((2S,3R,4S)-3-(3,4-difluoro-2-methoxyphenyl)-4,5,5-trimethyltetrahydrofuran-2-carboxamido)picolinamide FC=1C(=C(C=CC1F)[C@@H]1[C@H](OC([C@H]1C)(C)C)C(=O)NC1=CC(=NC=C1)C(=O)N)OC